6H-3,6-methanopyrrolo[3,2-c]pyridine-6-carboxamide N1=CC2=C3C=NC(C=C31)(C2)C(=O)N